isostearyl-(cis-1,2-diphenylethylene) C(CCCCCCCCCCCCCCC(C)C)C(=CC1=CC=CC=C1)C1=CC=CC=C1